C(C=C)SSC=CCS(=O)(=O)CC1=CC=C(C=C1)C(F)(F)F 1-{[3-(prop-2-en-1-yldisulfanyl)prop-2-en-1-sulfonyl]methyl}-4-(trifluoromethyl)benzene